P(OCCCCC)(OCCCCC)(=S)S O,O-dipentyl S-hydrogen phosphorodithioate